tert-butyl 2-(5-fluoro-2-(4-(4-hydroxypiperidin-1-yl)-3-nitrobenzamido) phenyl)acetate FC=1C=CC(=C(C1)CC(=O)OC(C)(C)C)NC(C1=CC(=C(C=C1)N1CCC(CC1)O)[N+](=O)[O-])=O